1-(3-((7-((adamantan-1-yl)amino)heptyl)amino)phenyl)dihydropyrimidine-2,4(1H,3H)-dione C12(CC3CC(CC(C1)C3)C2)NCCCCCCCNC=2C=C(C=CC2)N2C(NC(CC2)=O)=O